1-(5-(9-(2-methoxyphenyl)-6,7,8,9-tetrahydroimidazo[1,2-a:5,4-b']dipyridin-2-yl)pyrimidin-2-yl)piperidin-4-ol COC1=C(C=CC=C1)C1CCCC=2N1C1=NC(=CC=C1N2)C=2C=NC(=NC2)N2CCC(CC2)O